6-acetyl-8-cyclopentyl-2-[[5-[4-[4-[(1R)-1-hydroxyethyl]phenyl]piperazin-1-yl]-2-pyridyl]amino]-5-methyl-pyrido[2,3-d]pyrimidin-7-one C(C)(=O)C1=C(C2=C(N=C(N=C2)NC2=NC=C(C=C2)N2CCN(CC2)C2=CC=C(C=C2)[C@@H](C)O)N(C1=O)C1CCCC1)C